FC1=C(C=CC(=N1)C1(CCOCC1)O)OC 4-(6-fluoro-5-methoxy-2-pyridyl)tetrahydropyran-4-ol